CC(C#N)(C)C1=C2C(=NC(=C1)N1[C@@H](COCC1)C)C(=NS2)C2=CC=NN2 (R)-2-methyl-2-(5-(3-methylmorpholino)-3-(1H-pyrazol-5-yl)isothiazolo[4,5-b]pyridin-7-yl)propionitrile